B(OC=1C2=CC=C3C=CC=CC3=C2C=C2C=CC=CC12)([O-])[O-] 7-tetraphenyl borate